C(C=C)OCC1OC1 2-(Allyloxymethyl)oxiran